C(C)(C)(C)C=1C=C(C=C(C1)N1N=C(C=C1C)C)B(O)O (3-(tert-butyl)-5-(3,5-dimethyl-1H-pyrazol-1-yl)phenyl)boronic acid